COC1=C(C=CC=C1)NC(C1=CN=CC(=C1C)C1=C2C=CC=NC2=CC=C1)=O N-(2-methoxyphenyl)-4-methyl-5-(quinolin-5-yl)nicotinamide